tetrahydropyrazolo-pyridine N1NCC2C1=CC=CN2